OC(=O)C(F)(F)F.COC1=CC=C2C=CN=C(C2=C1)N1CCNCC1 7-methoxy-1-(piperazin-1-yl)isoquinoline TFA salt